C(C1=CC=CC=C1)OCC1CCC(C1=O)(F)F 5-((Benzyloxy)methyl)-2,2-difluorocyclopentan-1-one